(1R,2S)-N-(4-(2-bromophenyl)-5-(hydroxymethyl)-4H-1,2,4-triazol-3-yl)-1-(5-chloropyrimidin-2-yl)-1-methoxypropane-2-sulfonamide BrC1=C(C=CC=C1)N1C(=NN=C1CO)NS(=O)(=O)[C@H]([C@H](OC)C1=NC=C(C=N1)Cl)C